C1(=CC=CC=C1)C1=NC(=NC(=N1)C1=CC=CC=C1)C=1C(=C(C(=C(C1F)[2H])[2H])C1=NC(=NC(=N1)C1=CC=CC=C1)C=1C=CC=2N(C3=CC=CC=C3C2C1)C1=CC=CC=C1)[2H] 3-(4-(3-(4,6-diphenyl-1,3,5-triazin-2-yl)-4-fluorophenyl-2,5,6-d3)-6-phenyl-1,3,5-triazin-2-yl)-9-phenyl-9H-carbazole